(S)-4-(3-(3-ethyl-4-(2-(3-ethylpiperazin-1-yl)ethoxy)phenyl)-4,4-dimethyl-5-oxo-2-thioxoimidazolidin-1-yl)-2-(trifluoromethyl)benzonitrile dihydrochloride Cl.Cl.C(C)C=1C=C(C=CC1OCCN1C[C@@H](NCC1)CC)N1C(N(C(C1(C)C)=O)C1=CC(=C(C#N)C=C1)C(F)(F)F)=S